BrC=1C(=NC=CC1)CC1N(C(C2=CC=CC=C12)=O)CC1=CC2=C(N(N=N2)O)C=C1 3-((3-bromopyridin-2-yl)methyl)-2-((1-hydroxy-1H-benzo[d][1,2,3]triazol-5-yl)methyl)isoindolin-1-one